ClC1=CC=C(CN(S(=O)(=O)C2=CC=CC=C2)CC(=O)NC2=CC=C(C=C2)C)C=C1 N-(4-chlorobenzyl)-N-[2-[(4-methylphenyl)amino]-2-oxoethyl]benzenesulfonamide